C(C=C)(=O)N1CC2COC3=C(C(N2CC1)=O)C(=NC(=C3Cl)C3=C(C=CC=C3O)F)N3[C@H](CN(OC3)C)C 8-acryloyl-4-chloro-1-((S)-2,4-dimethyl-5-oxapiperazin-1-yl)-3-(2-fluoro-6-hydroxyphenyl)-6,6a,7,8,9,10-hexahydro-12H-pyrazino[2,1-c]pyrido[3,4-f][1,4]oxazepin-12-one